C1=CC=CC=2C3=CC=CC=C3C(C12)COC(=O)N[C@@H](CCCCNC(=O)OC(C)(C)C)C(=O)N[C@@H](CCC(N)=O)C(=O)O (((9H-fluoren-9-yl)methoxy)carbonyl)-N6-(tert-butoxycarbonyl)-L-lysyl-L-glutamine